(6-methylimidazo[1,5-a]pyrimidin-8-yl)methanone CC1=NC(=C2N1C=CC=N2)C=O